NC1=NC=CC(=C1OC)CN1C(N(C(C1(C)C)=O)C1=CC=C(C=C1)S(=O)(=O)C(F)(F)F)=O 1-((2-amino-3-methoxypyridin-4-yl)methyl)-5,5-dimethyl-3-(4-((trifluoromethyl)sulfonyl)phenyl)imidazolidine-2,4-dione